[C@@H]1([C@H]([C@H](O[C@H]([C@@H]1O)O)C(=O)O)O)O The molecule is a D-galactopyranuronic acid with a beta-configuration at the anomeric center. It is a conjugate acid of a beta-D-galacturonate.